3-Chloro-2-[[(1R)-1-(3,6-dimethyl-4-oxo-2-phenyl-chromen-8-yl)ethyl]amino]-6-fluoro-benzoic acid ClC=1C(=C(C(=O)O)C(=CC1)F)N[C@H](C)C=1C=C(C=C2C(C(=C(OC12)C1=CC=CC=C1)C)=O)C